BrC=1C(=C(C=NC1)NCC=1C=C2N=CC=NC2=CC1)O[C@H]1CN[C@H](C1)C 5-bromo-4-(((3R,5S)-5-methylpyrrolidin-3-yl)oxy)-N-(quinoxalin-6-ylmethyl)pyridin-3-amine